C(CCC)[Sn](C1=CC2=C(S1)C=C(C=C2)[Se]CC(CCCCCC)CCCC)(CCCC)CCCC tributyl-(6-(2-butyloctyl)seleno-benzo[3,2-b]thiophene-2-yl)tin